N-((1R,2R,4S)-7-cyano-7-azabicyclo[2.2.1]heptan-2-yl)-2-fluoro-4-(4,4,5,5-tetramethyl-1,3,2-dioxaborolan-2-yl)benzamide C(#N)N1[C@H]2[C@@H](C[C@@H]1CC2)NC(C2=C(C=C(C=C2)B2OC(C(O2)(C)C)(C)C)F)=O